tert-butyl 8-methyl-7-[2-({4-[(1H-1,2,3-triazol-1-yl)methyl]phenyl}amino)-5H,6H,7H,8H-pyrido[3,4-d]pyrimidin-7-yl]-1H,2H,3H-pyrido[2,3-b][1,4]oxazine-1-carboxylate CC1=C(C=NC=2OCCN(C21)C(=O)OC(C)(C)C)N2CC=1N=C(N=CC1CC2)NC2=CC=C(C=C2)CN2N=NC=C2